CC(C(=O)O)(C)C1=CC=CC=C1 Methylphenylpropionic acid